[(furan-2-yl)methyl]-5,7-dimethyl-7H-pyrrolo[2,3-d]pyrimidin-4-amine O1C(=CC=C1)CC=1N=C(C2=C(N1)N(C=C2C)C)N